[O-]CC.C[NH+](C)C N,N,N-trimethylammonium ethoxide